NCC=1C=C(C=CC1)CCO 2-(3-(aminomethyl)phenyl)ethan-1-ol